C(C)(C)C1=CC=C(CCC2=NC=3N(C(N(C(C3N2)=O)CC#C)=O)CCCCP(OCC)(OCC)=O)C=C1 Diethyl (4-(8-(4-isopropylphenethyl)-2,6-dioxo-1-(prop-2-yn-1-yl)-1,2,6,7-tetrahydro-3H-purin-3-yl)butyl)phosphonate